TETRAHYDROQUINAZOLINE C1C2=CC=CC=C2NCN1